BrCC1=C(C(=O)OC)C=C(C=C1)OC methyl 2-(bromomethyl)-5-methoxybenzoate